2,5-bis(perfluorohexyl)-terphenyl-p-dicarbaldehyde FC(C(C(C(C(C(F)(F)F)(F)F)(F)F)(F)F)(F)F)(C1C(C=C(C(=C1)C=O)C(C(C(C(C(C(F)(F)F)(F)F)(F)F)(F)F)(F)F)(F)F)(C=1C(=CC=CC1)C1=CC=CC=C1)C=O)F